S(N)(OC(C1CCCC1)(N)C1=NC=NC=C1C(=O)C=1SC=C(C1)[C@H](C)C1=CC=CC=C1)(=O)=O [5-({4-[(1R)-1-phenylethyl]-2-thienyl}carbonyl)pyrimidin-4-yl]amino{cyclopentyl}methyl sulfamate